3-hydroxypropyl-triethyl-ammonium hydroxide [OH-].OCCC[N+](CC)(CC)CC